F[C@H]1C[C@H](N2N=C(N=C21)C(=O)N(CC(F)(F)F)C)C2=CC=CC=C2 |r| rac-(5S,7S)-7-Fluoro-N-methyl-5-phenyl-N-(2,2,2-trifluoroethyl)-6,7-dihydro-5H-pyrrolo[1,2-b][1,2,4]triazol-2-carboxamid